ClC1=C(C=C(C#N)C=C1)C=1NC2=CC(=C(C(=C2C(C1)=O)F)C1=CC(=CC=C1)C#N)F 4-chloro-3-(6-(3-cyanophenyl)-5,7-difluoro-4-oxo-1,4-dihydroquinolin-2-yl)benzonitrile